2,5-dimethyl-2,4-dihydro-3H-pyrazol CN1N=C(CC1)C